C1(=CC=CC=2C3=CC=CC=C3C=CC12)C1=C(C=CC=C1)C1=CC=CC=2C3=CC=CC=C3C=CC12 phenanthrenyl-(phenanthrenyl)benzene